((3S,9aS)-3-(3-bromoisoxazol-5-yl)-3-hydroxyhexahydropyrazino[2,1-c][1,4]oxazin-8(1H)-yl)(2-chloro-3-methoxyphenyl)methanone BrC1=NOC(=C1)[C@@]1(CN2[C@H](CO1)CN(CC2)C(=O)C2=C(C(=CC=C2)OC)Cl)O